O[C@@]12[C@]3(C(CCC(C3CC[C@H]1[C@@H]1CC=C[C@@]1(C)CC2)=O)=O)C 9-hydroxy-1,4-androstenedione